tert-butyl 5-(3-bromophenyl)-3,6-dihydropyridine-1(2H)-carboxylate BrC=1C=C(C=CC1)C1=CCCN(C1)C(=O)OC(C)(C)C